C(CCCCCCCCCCCCCCCCCCCCCCCCCC)(=O)OCC(COC(CCCCCCCCCCCCCCCCCCCCCCCCCC)=O)OC(CCCCCCCCCCCCCCCCCCCCCCCCCC)=O 2,3-Di(heptacosanoyloxy)propyl heptacosanoate